NC(C#N)C1=CC=2C(N(CCC2S1)C)=O 2-amino-2-(5-methyl-4-oxo-6,7-dihydrothieno[3,2-c]pyridin-2-yl)acetonitrile